O-acetylethanolamine C(C)(=O)OCCN